4-bromo-5-(2,6-dimethylphenoxy)-1-(1-methylpiperidin-4-yl)pyridin-2(1H)-one BrC1=CC(N(C=C1OC1=C(C=CC=C1C)C)C1CCN(CC1)C)=O